C1(=CC(=CC=C1)CNC(C1=C(C(=CC=C1)O)O)=O)CNC(C1=C(C(=CC=C1)O)O)=O N,N'-(1,3-phenylenebis(methylene))bis(2,3-dihydroxybenzamide)